bromo-7-fluoro-2-(2-methylpropan-2-yl)-2,3-dihydro-1λ<6>-benzo[2,1-d][1,2]thiazole-1,1-dione BrC1N(S(C2=C1C=CC=C2F)(=O)=O)C(C)(C)C